1-methyl-6-methylene-4-(prop-1-en-2-yl)cyclohex-1-ene CC1=CCC(CC1=C)C(=C)C